2-{3-[(4-methanesulfonyl-2-methoxyphenyl)amino]prop-1-yn-1-yl}-8-[(1-methylpiperidin-4-yl)amino]-3-(2,2,2-trifluoroethyl)imidazo[1,2-a]pyridin-6-ol CS(=O)(=O)C1=CC(=C(C=C1)NCC#CC=1N=C2N(C=C(C=C2NC2CCN(CC2)C)O)C1CC(F)(F)F)OC